NC1=CC(=C(OC=2C(=C(SC2)C(=O)OC)C)C(=C1)C)C methyl 4-(4-amino-2,6-dimethylphenoxy)-3-methylthiophene-2-carboxylate